O.COS(=O)(=O)O.BrC1=CC2=C(N=C(C=3N2C=NN3)N3CC(C3)NC)N=C1 1-(8-bromopyrido[2,3-e][1,2,4]triazolo[4,3-a]pyrazin-4-yl)-N-methylazetidin-3-amine methyl-sulfate monohydrate